C[C@H](CCC1=CC=C(C=C1)C1=C(C=CC=C1)C=1C2=CC=C(C=3C=4C=CC=C5C=CC=C(C(=C(C1)Br)C23)C54)Br)CCC=C(C)C 4-[4'-((3S)-3,7-dimethyl-6-octenyl)biphenylyl]-1,6-dibromo-perylene